2,6-dichloroadenosine ClC1=NC(C2=NCN([C@H]3[C@H](O)[C@H](O)[C@@H](CO)O3)C2=N1)(N)Cl